COC=1C=C(C=CC1C)NC(=O)C1CCC(CC1)N1C(C2=CC(=CC(=C2C1)C)OCC=1N(C=CN1)COCC[Si](C)(C)C)=O (1s,4s)-N-(3-methoxy-4-methylphenyl)-4-(4-methyl-1-oxo-6-((1-((2-(trimethylsilyl)ethoxy)methyl)-1H-imidazol-2-yl)methoxy)isoindolin-2-yl)cyclohexanecarboxamide